3-((5-((5-chloro-4-((2-(dimethylphosphoryl)phenyl)amino)pyrimidin-2-yl)amino)-4-methoxy-2-(4-(4-methylpiperazin-1-yl)piperidin-1-yl)phenyl)carbamoyl)benzenesulfonyl fluoride ClC=1C(=NC(=NC1)NC=1C(=CC(=C(C1)NC(=O)C=1C=C(C=CC1)S(=O)(=O)F)N1CCC(CC1)N1CCN(CC1)C)OC)NC1=C(C=CC=C1)P(=O)(C)C